COC1=CC=C(C=CC(=O)O)C(=C1)OC 4,6-dimethoxycinnamic acid